ClC=1C=C(C=CC1)C=1C=C2C=3C=CC=CC3C3=C(C2=CC1)C=CC=C3 2-(3-chlorophenyl)benzophenanthrene